N-(2,4-dichlorobenzyl)-8-methylene-5,6,7,8-tetra-hydroquinoline-5-carboxamide ClC1=C(CNC(=O)C2C=3C=CC=NC3C(CC2)=C)C=CC(=C1)Cl